4'-(aminomethyl)-[1,1'-biphenyl] NCC1=CC=C(C=C1)C1=CC=CC=C1